C(C)OC(=O)[C@H]1C2CCC([C@@H]1NC1=NC(=NN3C1=CC=C3COC)Cl)CC2 (1R,2S,3S,4R)-3-((2-chloro-7-(methoxymethyl)pyrrolo[2,1-f][1,2,4]triazin-4-yl)amino)bicyclo[2.2.2]octane-2-carboxylic acid ethyl ester